4-(1-naphthylethenyl)pyridine C1(=CC=CC2=CC=CC=C12)C=CC1=CC=NC=C1